6-chloro-5-ethynyl-4-(8-fluoro-4-((1S,7S,8S)-8-fluoro-5-oxa-2-azabicyclo[5.1.0]octan-2-yl)-2-(((S)-1-methylpyrrolidin-2-yl)methoxy)pyrido[4,3-d]pyrimidin-7-yl)naphthalen-2-ol ClC=1C(=C2C(=CC(=CC2=CC1)O)C1=C(C=2N=C(N=C(C2C=N1)N1[C@@H]2[C@H]([C@@H]2COCC1)F)OC[C@H]1N(CCC1)C)F)C#C